(R)-2-(2-Chloro-5-(2-hydroxypropan-2-yl)-8-oxothieno[2',3':4,5]pyrrolo[1,2-d][1,2,4]triazin-7(8H)-yl)-N-(1-ethylpiperidin-3-yl)acetamid ClC1=CC2=C(C=C3N2C(=NN(C3=O)CC(=O)N[C@H]3CN(CCC3)CC)C(C)(C)O)S1